BrC1=NN(C2=C1N=C(N=C2NCCCC)NC(=O)OC)CC2=C(C=C(C(=O)OC)C=C2)OC methyl 4-((3-bromo-7-(butylamino)-5-((methoxycarbonyl)amino)-1H-pyrazolo-[4,3-d]pyrimidin-1-yl)methyl)-3-methoxybenzoate